[Br-].NC1=CC=CC=C1 aniline bromide salt